[Cl-].C(CCCCCCCCCCCCCCCCC)[N+](CCC[Si](OCC)(OCC)OCC)(C)C octadecyl-dimethyl-(3-triethoxysilylpropyl)ammonium chloride